O1CCN(CC1)C1=CC=CC(=N1)N1CCN(CC1)C(C=C)=O 1-(4-(6-morpholinopyridin-2-yl)piperazin-1-yl)prop-2-en-1-one